C(C)C(C(=O)ON(C)C)=C N,N-dimethylamino ethylacrylate